COC1=C(C=C(C=C1)C2=C3C4=CC(=C(C=C4C=CN3C5=C2C6=CC(=C(C=C6OC5=O)OS(=O)(=O)O)OC)OC)OC)O The molecule is a heterocyclyl sulfate that acts as a HIV-1 integrase inhibitor. It has a role as a HIV-1 integrase inhibitor. It is an alkaloid, a heterocyclyl sulfate, a delta-lactone and a member of guaiacols. It is a conjugate acid of a lamellarin alpha 20-sulfate(1-).